FC(C)(F)C1=NC(=CC(=N1)NC1=CC(=NC=C1C1=NN(C=C1)CCOC)NC(C)=O)C N-(4-((2-(1,1-difluoroethyl)-6-methylpyrimidin-4-yl)amino)-5-(1-(2-methoxyethyl)-1H-pyrazol-3-yl)pyridin-2-yl)acetamide